(S)-1-(5-chloro-2-(3-(morpholinomethyl)-1,2,3,4-tetrahydroisoquinoline-2-carbonyl)pyridin-3-yl)-4-methyl-1H-pyrazole-3-carboxylic acid ethyl ester C(C)OC(=O)C1=NN(C=C1C)C=1C(=NC=C(C1)Cl)C(=O)N1CC2=CC=CC=C2C[C@H]1CN1CCOCC1